6-butyl-4-(pyridin-4-yl)quinolin C(CCC)C=1C=C2C(=CC=NC2=CC1)C1=CC=NC=C1